2-bromo-9-(2-methylallyl)-9-(2,4,5-trimethylphenyl)-9H-fluorene BrC1=CC=2C(C3=CC=CC=C3C2C=C1)(C1=C(C=C(C(=C1)C)C)C)CC(=C)C